2-Chloro-5-((3R)-9-(1-(4-(difluoromethoxy)phenyl)ethyl)-7-(hydroxymethyl)-3-methyl-10-oxo-1,2,3,4,7,8,9,10-octahydropyrido[4',3':3,4]pyrazolo[1,5-a]pyrazine-2-carbonyl)benzonitrile ClC1=C(C#N)C=C(C=C1)C(=O)N1CC=2C(=NN3C2C(N(CC3CO)C(C)C3=CC=C(C=C3)OC(F)F)=O)C[C@H]1C